NC1CCC(CC1)(C(F)(F)F)CO [4-amino-1-(trifluoromethyl)cyclohexyl]methanol